methylimidazolium bis(trifluoromethanesulfonyl)imide salt [N-](S(=O)(=O)C(F)(F)F)S(=O)(=O)C(F)(F)F.CC=1NC=C[NH+]1